OCCNC1=NN(C(C2=CC=C(C=C12)S(=O)(=O)C1=CC=CC=C1)=O)CC=1C(=NC=CC1)O ((2-hydroxyethyl)amino)-2-((2-hydroxypyridin-3-yl)methyl)-6-(phenylsulfonyl)phthalazin-1(2H)-one